4-(2-cyclopropyl-4-iodo-1-oxo-1,2-dihydroisoquinolin-6-yl)piperazine-1-carboxylic acid tert-butyl ester C(C)(C)(C)OC(=O)N1CCN(CC1)C=1C=C2C(=CN(C(C2=CC1)=O)C1CC1)I